COC[C@@]1(NC2=C(N=C1SC)C=NC1=C2C=CN1S(=O)(=O)C1=CC=CC=C1)C (S)-2-(methoxymethyl)-2-methyl-3-(methylthio)-7-(benzenesulfonyl)-2,7-dihydro-1H-pyrrolo[3',2':5,6]pyrido[3,4-b]pyrazine